2-(4'-Iodo-[1,1'-biphenyl]-2-yl)pyridine IC1=CC=C(C=C1)C1=C(C=CC=C1)C1=NC=CC=C1